FC1=C(C=CC2=C1CCCCC2=O)OC(C(C)(C)C)=O.CO[Si](OC)(OC)CCC=C 3-(trimethoxysilyl)methylpropene 1-fluoro-5-oxo-6,7,8,9-tetrahydro-5H-benzo[7]annulen-2-yl-2,2-dimethylpropionate